CC1=C(C=C(C=N1)N)C(F)(F)F 6-methyl-5-(trifluoromethyl)pyridine-3-amine